6-acetamido-N-(4-(4-(tert-butoxycarbonyl)piperazin-1-yl)phenyl)-4-trifluoromethylquinolin-2-amine C(C)(=O)NC=1C=C2C(=CC(=NC2=CC1)NC1=CC=C(C=C1)N1CCN(CC1)C(=O)OC(C)(C)C)C(F)(F)F